C(C#C)OCCOCCOCCOCCOCCOCCOC1=C(C=O)C=CC=C1 [2-[2-[2-[2-[2-(2-prop-2-ynoxyethoxy)ethoxy]ethoxy]ethoxy]ethoxy]ethoxy]benzaldehyde